(4-(1-(2,6-dichlorophenyl)azetidin-3-yl)-2,6-dimethylbenzyl)-3-fluoro-piperidine-4-carboxylic acid ClC1=C(C(=CC=C1)Cl)N1CC(C1)C1=CC(=C(CN2CC(C(CC2)C(=O)O)F)C(=C1)C)C